NC1=NC=CC(=N1)C(=O)N[C@@H]1CNC[C@H]1NC(C1=CC=C(C=C1)C(C1=C(C=CC=C1O)F)=O)=O 2-amino-N-[(3R,4R)-4-[4-(2-fluoro-6-hydroxybenzoyl)benzamido]pyrrolidin-3-yl]pyrimidine-4-carboxamide